2-(2-(3,6-dihydro-2H-pyran-4-yl)-5-ethyl-7-oxo-6-(piperazine-1-yl)-[1,2,4]triazolo[1,5-a]pyrimidin-4(7H)-yl)-N-(5-fluoro-2-methyl-4-(trifluoromethyl)phenyl)acetamide O1CCC(=CC1)C1=NN2C(N(C(=C(C2=O)N2CCNCC2)CC)CC(=O)NC2=C(C=C(C(=C2)F)C(F)(F)F)C)=N1